tert-butyl ((7-fluoro-1,6-dihydroxy-1,3-dihydrobenzo[c][1,2]oxaborol-3-yl)methyl)carbamate FC1=C(C=CC2=C1B(OC2CNC(OC(C)(C)C)=O)O)O